FC1=CC(=C(C=C1)C1=CC(=CC=C1)C=1OC2=C(N1)C=C(C=C2OC)CNC[C@H]2OCCC2)C2=NN=CN2C (S)-1-(2-(4'-Fluoro-2'-(4-methyl-4H-1,2,4-triazol-3-yl)-[1,1'-biphenyl]-3-yl)-7-methoxybenzo[d]oxazol-5-yl)-N-((tetrahydrofuran-2-yl)methyl)methanamine